O.O1COC2=C1C=CC(=C2)C2=C(N=C(N2)C2=CC=C(C(=O)N)C=C2)C2=NC=CC=C2 4-(5-benzo[1,3]dioxol-5-yl-4-pyridin-2-yl-1H-imidazol-2-yl)-benzamide hydrate